(S)-1-((3-(difluoromethyl)-5-(7-methylquinolin-4-yl)pyridin-2-yl)oxy)-2,4-dimethylpentan-2-amine FC(C=1C(=NC=C(C1)C1=CC=NC2=CC(=CC=C12)C)OC[C@](CC(C)C)(N)C)F